C(C)(=O)N1[C@H]([C@@H]([C@H](C2=CC(=CC=C12)C(=O)NCCO[Si](C)(C)C(C)(C)C)NC1=NC=C(C(=N1)C)F)C)C1CC1 (2S,3R,4R)-1-acetyl-N-(2-((tert-butyldimethylsilyl)oxy)ethyl)-2-cyclopropyl-4-((5-fluoro-4-methylpyrimidin-2-yl)amino)-3-methyl-1,2,3,4-tetrahydroquinoline-6-carboxamide